4-formylphenyl borate methyl-iminodiacetate COC(CNCC(=O)O)=O.B(OC1=CC=C(C=C1)C=O)(O)O